N-(2-(furan-2-yl)-5-(hydrazinocarbonyl)phenyl)benzenesulfonamide O1C(=CC=C1)C1=C(C=C(C=C1)C(=O)NN)NS(=O)(=O)C1=CC=CC=C1